FC(C=1C(=C(C=CC1)[C@@H](C)NC1=C(C(=NC(=N1)OC)C(C(=O)NN1C=NC=C1)C)C1OCCO1)F)F 2-(6-(((R)-1-(3-(difluoromethyl)-2-fluorophenyl)ethyl)amino)-5-(1,3-dioxolane-2-yl)-2-methoxypyrimidin-4-yl)-N-(1H-imidazol-1-yl)propanamide